N2,N2-dimethylbenzo[d]thiazole-2,6-diamine CN(C=1SC2=C(N1)C=CC(=C2)N)C